N1(C=CC2=CC=C(C=C12)C(=O)[O-])C(=O)[O-] Indole-1,6-dicarboxylate